C1=CC=C(C=C1)C=C(C(=O)O)[O-] The molecule is a hydroxy monocarboxylic acid anion and a phenylpyruvate. It derives from a propionate. It is a conjugate base of an enol-phenylpyruvic acid.